Methyl 7,7-difluoro-1-oxo-5,6-dihydro-cyclopenta[b]pyridin-1-ium-3-carboxylate FC1(CCC2=C1[N+](CC(=C2)C(=O)OC)=O)F